3-(4,4,5,5-tetramethyl-1,3,2-dioxaborolan-2-yl)benzene-1-sulfonamide CC1(OB(OC1(C)C)C=1C=C(C=CC1)S(=O)(=O)N)C